tert-Butyl 3-hydroxypropionate OCCC(=O)OC(C)(C)C